(2Z)-2-[(2E,4E)-5-[1-(5-carboxypentyl)-3,3-dimethyl-5-sulfoindol-1-ium-2-yl]penta-2,4-dienylidene]-1-ethyl-3,3-dimethylindole-5-sulfonate C(=O)(O)CCCCC[N+]1=C(C(C2=CC(=CC=C12)S(=O)(=O)O)(C)C)/C=C/C=C/C=C/1\N(C2=CC=C(C=C2C1(C)C)S(=O)(=O)[O-])CC